1-[5-chloro-2-(4-methyl-1,4-diazepan-1-yl)pyrimidin-4-yl]-N-(2-{imidazo[1,2-a]pyridin-3-yl}propan-2-yl)azetidine-3-carboxamide ClC=1C(=NC(=NC1)N1CCN(CCC1)C)N1CC(C1)C(=O)NC(C)(C)C1=CN=C2N1C=CC=C2